C(=O)(O)CN(CC(NCCCCCCNC(OCC1=CC=CC=C1)=O)=O)CC(=O)O 14-(Carboxymethyl)-3,12-dioxo-1-phenyl-2-oxa-4,11,14-triazahexadecan-16-oic acid